N-(3-methyl-1-(3-(trifluoromethyl)benzyl)-1H-indol-5-yl)acrylamide CC1=CN(C2=CC=C(C=C12)NC(C=C)=O)CC1=CC(=CC=C1)C(F)(F)F